CNC1=NC=CC(=N1)CN1C(C=C(C=C1)C1=NN(C2=NC=CN=C21)C2=CC=C(C=C2)C(F)(F)F)=O 1-((2-(methylamino)pyrimidin-4-yl)methyl)-4-(1-(4-(trifluoromethyl)phenyl)-1H-pyrazolo[3,4-b]pyrazin-3-yl)pyridin-2(1H)-one